FC1=C(C(=CC=C1\C=C\C1=CC=CC=C1)O)N1CC(NS1(=O)=O)=O (E)-5-(2-fluoro-6-hydroxy-3-styrylphenyl)-1,2,5-thiadiazolidin-3-one 1,1-dioxide